1-[5-tert-butyl-2-[4-[2-(morpholino)ethyl]phenyl]pyrazol-3-yl]-3-[2-methylsulfanyl-4-[(3-oxo-4H-pyrido[3,2-b][1,4]oxazin-8-yl)oxy]phenyl]urea C(C)(C)(C)C=1C=C(N(N1)C1=CC=C(C=C1)CCN1CCOCC1)NC(=O)NC1=C(C=C(C=C1)OC1=CC=NC2=C1OCC(N2)=O)SC